isoeicosanoic acid amide C(CCCCCCCCCCCCCCCCC(C)C)(=O)N